ethyl 2-(2-(3-bromo-2-hydroxyphenyl) hydrazino)-3-oxobutyrate BrC=1C(=C(C=CC1)NNC(C(=O)OCC)C(C)=O)O